tert-Butyl 5-(4-((tert-butoxycarbonyl(methyl)amino)methyl)-2,6-difluorophenyl)-3-iodo-1H-pyrazolo[3,4-c]pyridine-1-carboxylate C(C)(C)(C)OC(=O)N(C)CC1=CC(=C(C(=C1)F)C=1C=C2C(=CN1)N(N=C2I)C(=O)OC(C)(C)C)F